2,6-dichloro-4-[3-[(4-methyl-4H-1,2,4-triazol-3-yl)methyl]oxetan-3-yl]pyridine ClC1=NC(=CC(=C1)C1(COC1)CC1=NN=CN1C)Cl